Iron(III) Trifluoromethanesulfonate FC(S(=O)(=O)[O-])(F)F.[Fe+3].FC(S(=O)(=O)[O-])(F)F.FC(S(=O)(=O)[O-])(F)F